CN(C)CC1=CC(=CC(=N1)NC=1C=CC(=C2CNC(C12)=O)C1=CN=C2N1C=CC(=C2)F)C2CCOCC2 7-((6-((dimethylamino)methyl)-4-(tetrahydro-2H-pyran-4-yl)pyridin-2-yl)amino)-4-(7-fluoroimidazo[1,2-a]pyridin-3-yl)isoindolin-1-one